COC1=NC2=C(N1C(=O)NCCCC1=CC=CC=C1)C=CC(=C2)N2CCOCC2 2-methoxy-5-morpholino-N-(3-phenylpropyl)-1H-benzo[d]imidazole-1-carboxamide